C(C=C)(=O)O.N[C@@H](C)C(=O)O.N[C@@H](C)C(=O)O di-alanine acrylate